N4-[4-chloro-2-(dimethylphosphoryl)phenyl]-N2-[(3S)-piperidin-3-yl]-5-(trifluoromethyl)pyrimidine-2,4-diamine ClC1=CC(=C(C=C1)NC1=NC(=NC=C1C(F)(F)F)N[C@@H]1CNCCC1)P(=O)(C)C